Cl.C(C)(C)N1CC(CC1)S(=O)(=O)C=1C=C(C=C(C1)N1CCOCC1)C=1C=NC(=NC1)N 5-(3-((1-isopropylpyrrolidin-3-yl)sulfonyl)-5-morpholinophenyl)pyrimidin-2-amine hydrochloride